N-CYCLOHEPTYL-2-(3-FORMYLPIPERIDIN-1-YL)ACETAMIDE C1(CCCCCC1)NC(CN1CC(CCC1)C=O)=O